C1(CC1)C=1N=NC=CN1 Cyclopropyl-1,2,4-triazin